2-chloro-N-(2,2-difluoro-2-phenylethyl)-3-fluoro-5-nitrobenzamide ClC1=C(C(=O)NCC(C2=CC=CC=C2)(F)F)C=C(C=C1F)[N+](=O)[O-]